C(CCCCCCCCCC)C1=C(C(=CC=C1)O)O 3-Undecylbenzene-1,2-diol